(2S,6S)-2-(1-cyclopropylpyrazol-4-yl)-6-(difluoromethyl)-4-[4-(2,4-difluorophenyl)-6,7-dimethyl-pteridin-2-yl]morpholine C1(CC1)N1N=CC(=C1)[C@H]1CN(C[C@H](O1)C(F)F)C1=NC2=NC(=C(N=C2C(=N1)C1=C(C=C(C=C1)F)F)C)C